ClC1=NC=2N(C(=C1C1=C(C=C(C#N)C=C1F)F)N[C@H](C)C(C)(C)C)N=CN2 (R)-4-(5-chloro-7-((3,3-dimethylbut-2-yl)amino)-[1,2,4]triazolo[1,5-a]pyrimidin-6-yl)-3,5-difluorobenzonitrile